Cl.N[C@H](C)C1=CC=C(OCCCCCCOCCOCCOCCCCCC(=O)O)C=C1 (R)-6-(2-(2-(6-(4-(1-aminoethyl)phenoxy)hexyloxy)ethoxy)ethoxy)hexanoic acid hydrochloride